1-[6-(trifluoromethyl)-2-pyridinyl]cyclopropylamine FC(C1=CC=CC(=N1)C1(CC1)N)(F)F